ClC1=C(C(N(C(N1CC#CC1=CC(=CC=C1)O)=O)C)=O)NC(CCC1=C(C=CC=C1)F)=O N-(6-chloro-1-(3-(3-hydroxyphenyl)prop-2-yn-1-yl)-3-methyl-2,4-dioxo-1,2,3,4-tetrahydropyrimidin-5-yl)-3-(2-fluorophenyl)propanamide